C1(=C(C(=C(C(=C1C#N)C#N)C#N)C#N)C#N)C1=C(C(=CC=C1)C#N)C1=CC=CC=C1 terphenyl-hexacarbonitrile